COC1=CC=C(C=C1)C(OCC1(CCN(CC1)C(CCCCCNC(C1=CC=C(C=C1)\N=N\C1=CC=C(C=C1)N(C)C)=O)=O)COC(CCC(=O)[O-])=O)(C1=CC=C(C=C1)OC)C1=CC=C(C=C1)OC.C(C)[NH+](CC)CC Triethylammonium (E)-4-((4-((tris(4-methoxyphenyl)methoxy)methyl)-1-(6-(4-((4-(dimethylamino)phenyl)diazenyl)benzamido)hexanoyl)piperidin-4-yl)methoxy)-4-oxobutanoate